N-[(2,6-dimethoxyphenyl)methyl]-1-[2-(1-piperidyl)-4-pyridyl]methanamine COC1=C(C(=CC=C1)OC)CNCC1=CC(=NC=C1)N1CCCCC1